(R)-3-((tert-Butyldiphenylsilyl)oxy)-2,2-difluoro-N-(1-(6-methyl-1H-indol-3-yl)propan-2-yl)propan-1-amine [Si](C1=CC=CC=C1)(C1=CC=CC=C1)(C(C)(C)C)OCC(CN[C@@H](CC1=CNC2=CC(=CC=C12)C)C)(F)F